NC1CCN(CC1)C1=NC(=C2N=CN(C2=N1)C(C)C)NCC1=C(C=CC=C1)C1CCC(CC1)O 4-(2-(((2-(4-aminopiperidin-1-yl)-9-isopropyl-9H-purin-6-yl)amino)methyl)phenyl)cyclohexan-1-ol